(S)-2-(6-((2-(5-hydroxy-1-methyl-1H-pyrazol-4-yl)pyrimidin-4-yl)amino)-3-(4-hydroxybut-2-yl)imidazo[1,5-a]pyrazin-1-yl)thiazole-5-carboxylic acid methyl ester COC(=O)C1=CN=C(S1)C=1N=C(N2C1C=NC(=C2)NC2=NC(=NC=C2)C=2C=NN(C2O)C)[C@@H](C)CCO